7-Styryl-1,2,3,4-tetrahydroisoquinoline C(=CC1=CC=CC=C1)C1=CC=C2CCNCC2=C1